ClC1=C(OC=2C(=C3C(N(C=NC3=CC2)C)=O)C)C(=CC=C1NS(N(C)CC)(=O)=O)F 6-(2-chloro-3-{[ethyl(methyl)sulfamoyl]amino}-6-fluorophenoxy)-3,5-dimethyl-3,4-dihydroquinazolin-4-one